O=C1NC(CCC1N1C(C2=CC=CC(=C2C1=O)NCCOCCOCCOCCOCC=O)=O)=O 2-[2-[2-[2-[2-[[2-(2,6-dioxo-3-piperidyl)-1,3-dioxo-isoindolin-4-yl]amino]ethoxy]ethoxy]ethoxy]ethoxy]acetaldehyde